allyl-dimethyl-allyl-octadecyl-ammonium chloride [Cl-].C(C=C)CCCCCCCCCCCCCCCCCC[N+](CC=C)(C)C